NC1=CC=C(C=C1)C1=CC2=C(C=C1OC)OCC1=C2N(N=C1C(=O)N(C)C(C)(C)C)C1=CC(=CC(=C1)Cl)Cl 8-(4-aminophenyl)-N-(tert-butyl)-1-(3,5-dichlorophenyl)-7-methoxy-N-methyl-1,4-dihydrochromeno[4,3-c]pyrazole-3-carboxamide